2-acetyl-5-methyl-1'-tert-butyl-2H-spiro[benzo[d]isothiazole-3,3'-pyrrolidine]-2',5'-dione 1,1-dioxide C(C)(=O)N1S(C2=C(C=C(C=C2)C)C12C(N(C(C2)=O)C(C)(C)C)=O)(=O)=O